OC1=C(C=CC(=C1)Cl)C(CC1=CC=CC=C1)=O 1-(2-hydroxy-4-chlorophenyl)-2-phenyl-1-ethanone